4-ethyl-N-(3,3,3-trifluoropropyl)piperidine-4-carboxamide C(C)C1(CCNCC1)C(=O)NCCC(F)(F)F